(S,Z)-1-(tert-butyldimethylsilyl)but-2-en-1-yl (tert-butoxycarbonyl)glycinate C(C)(C)(C)OC(=O)NCC(=O)O[C@H](\C=C/C)[Si](C)(C)C(C)(C)C